6-(4-chlorophenyl)-N-[(2S)-3,3-difluoro-2-hydroxypropyl]-2-(1-methyl-1H-pyrazol-4-yl)-3-oxo-2,3-dihydropyridazine-4-carboxamide ClC1=CC=C(C=C1)C=1C=C(C(N(N1)C=1C=NN(C1)C)=O)C(=O)NC[C@@H](C(F)F)O